1-(1,8-naphthyridin-3-yl)benzene-1,2-diamine N1=CC(=CC2=CC=CN=C12)C1(C(C=CC=C1)N)N